(+/-)-trans-3-((2-(2-chloro-5H-pyrrolo[2,3-b]pyrazin-7-yl)-5-fluoro-6-(1-methyl-1H-pyrazol-4-yl)pyrimidin-4-yl)amino)bicyclo[2.2.2]octane-2-carboxylic acid ClC=1N=C2C(=NC1)NC=C2C2=NC(=C(C(=N2)NC2C(C1CCC2CC1)C(=O)O)F)C=1C=NN(C1)C